tris(2-hydroxyethyl)-methylammonium hydroxide [OH-].OCC[N+](C)(CCO)CCO